2-Fluoro-5-(trifluoromethoxy)benzaldehyde FC1=C(C=O)C=C(C=C1)OC(F)(F)F